C[Si](CCCO)(O[Si](C)(C)C)O[Si](C)(C)C 3-[methyl-bis(trimethylsilyloxy)silyl]propan-1-ol